(S)-3-(((5-(2-((6-(isoxazol-4-yl)-1H-indazol-4-yl)amino)ethoxy)pentan-2-yl)amino)methyl)-5-(trifluoromethoxy)benzamide O1N=CC(=C1)C1=CC(=C2C=NNC2=C1)NCCOCCC[C@H](C)NCC=1C=C(C(=O)N)C=C(C1)OC(F)(F)F